COC(=O)C1=CC2=C(C=N1)COC2(C)CC.C2=CC=CC=1C3=CC=CC=C3N(C21)C2=CC=C(C=C2)C2=CC=C(C=C2)N2C1=CC=CC=C1C=1C=CC=CC21 4,4'-bis(9-carbazolyl)biphenyl methyl-1-ethyl-1-methyl-3H-furo[3,4-c]pyridine-6-carboxylate